di(n-butylcyclopentadienyl)zirconium dichloride [Cl-].[Cl-].C(CCC)C1(C=CC=C1)[Zr+2]C1(C=CC=C1)CCCC